FC(CN1CCN(CC1)C1=C(C=C2CN(C(C2=C1)=O)C[C@H](C(C)(C)O)F)NC(=O)C=1C=NN2C1N=CC=C2)F N-[6-[4-(2,2-Difluoroethyl)piperazin-1-yl]-2-[(2R)-2-fluoro-3-hydroxy-3-methyl-butyl]-1-oxo-isoindolin-5-yl]pyrazolo[1,5-a]pyrimidine-3-carboxamide